[Si](C)(C)(C(C)(C)C)OCC(C(C)(C)N1N=C(C=2C=NC(=CC21)Cl)I)O 1-[tert-butyl(dimethyl)silyl]oxy-3-(6-chloro-3-iodo-pyrazolo[4,3-c]pyridin-1-yl)-3-methyl-butan-2-ol